C(C)OC(=O)C=1N=C2N(N=C(C=C2)C2=CC(N(C=C2)C)=O)C1 6-(1-methyl-2-oxo-1,2-dihydropyridin-4-yl)imidazo[1,2-b]pyridazine-2-carboxylic acid ethyl ester